β-carbonyl phosphonate P1(OC(=O)O1)=O